COC(=O)C=1OC(=C(C1)C1=NNC=C1)CCCO 5-(3-hydroxypropyl)-4-(1H-pyrazol-3-yl)furan-2-carboxylic acid methyl ester